1,2-dimorpholinoethane O1CCN(CC1)CCN1CCOCC1